CC1=NC(=CC(=C1)CC1C(C(=NO1)C1=CC=CC=C1)(C)C)C 5-((2,6-dimethylpyridin-4-yl)methyl)-4,4-dimethyl-3-phenyl-4,5-dihydroisoxazole